1-(3-(dimethylamino)azetidin-1-yl)-3-(1-methyl-1H-imidazol-2-yl)-propan-1-one CN(C1CN(C1)C(CCC=1N(C=CN1)C)=O)C